N-(2-chloro-3-(3'-chloro-6-methoxy-5-(((((R)-5-oxopyrrolidin-2-yl)methyl)amino)methyl)-[2,4'-bipyridin]-2'-yl)phenyl)-5-(((S)-3-hydroxypyrrolidin-1-yl)methyl)-4-methoxypicolinamide ClC1=C(C=CC=C1C1=NC=CC(=C1Cl)C1=NC(=C(C=C1)CNC[C@@H]1NC(CC1)=O)OC)NC(C1=NC=C(C(=C1)OC)CN1C[C@H](CC1)O)=O